2-((tert-butoxycarbonyl)amino)-5-chlorobenzyl (6-(((6-cyclopropylimidazo[1,2-a]pyridin-2-yl)methyl)amino)pyrimidin-4-yl)carbamate C1(CC1)C=1C=CC=2N(C1)C=C(N2)CNC2=CC(=NC=N2)NC(OCC2=C(C=CC(=C2)Cl)NC(=O)OC(C)(C)C)=O